FC1=C(C=CC=C1F)[C@@H](C)N (1R)-1-(2,3-difluorophenyl)ethanamine